1-(6-(2-hydroxy-2-(4-methyl-1-oxo-1,3-dihydroisobenzofuran-5-yl)ethyl)-5,6,7,8-tetrahydropyrido[4,3-d]pyrimidin-2-yl)-1H-pyrazolo[4,3-b]pyridine-6-carboxylate OC(CN1CC2=C(N=C(N=C2)N2N=CC3=NC=C(C=C32)C(=O)[O-])CC1)C=1C(=C3COC(C3=CC1)=O)C